CC1=C(C=C(C=C1)[N+](=O)[O-])N1N=CC(=N1)C(=O)OC methyl 2-(2-methyl-5-nitrophenyl)-2H-1,2,3-triazole-4-carboxylate